tert-butyl (3-((6-((2,6-dioxopiperidin-3-yl)carbamoyl)pyridin-2-yl)amino)bicyclo[1.1.1]pentan-1-yl)carbamate O=C1NC(CCC1NC(=O)C1=CC=CC(=N1)NC12CC(C1)(C2)NC(OC(C)(C)C)=O)=O